trisdinonylphenyl phosphite P(OC1=C(C(=CC=C1)CCCCCCCCC)CCCCCCCCC)(OC1=C(C(=CC=C1)CCCCCCCCC)CCCCCCCCC)OC1=C(C(=CC=C1)CCCCCCCCC)CCCCCCCCC